methyl-tertiary butylether COC(C)(C)C